ClC1=CC=C(C=N1)C(=O)NC1=NN(C(=C1)C1=NC2=C(N1)C=CC(=C2)F)C 6-Chloro-N-[5-(5-fluoro-1H-benzimidazol-2-yl)-1-methyl-pyrazol-3-yl]-pyridine-3-carboxamide